4-(3-((2-cyclopropyl-8-methoxy-2,3-dihydrobenzo[b][1,4]dioxin-6-yl)methyl)-3H-imidazo[4,5-b]pyridin-6-yl)-2-methylbut-3-yn-2-amine C1(CC1)C1COC2=C(O1)C(=CC(=C2)CN2C=NC=1C2=NC=C(C1)C#CC(C)(N)C)OC